ClC1=NN2C(N=CC(=C2[C@H](C)OC)NC2=C(C=C(C=C2)[C@@H](C(F)(F)F)N(C(=O)C2CCC2)C)C)=N1 N-[(1S)-1-[4-({2-chloro-7-[(1S)-1-methoxyethyl]-[1,2,4]triazolo[1,5-a]pyrimidin-6-yl}amino)-3-methylphenyl]-2,2,2-trifluoroethyl]-N-methylcyclobutanecarboxamide